(S)-1-(2-((S)-3-((2-oxo-1,2-dihydroquinolin-5-yl)oxy)pyrrolidin-1-yl)Acetyl)pyrrolidine-2-carbonitrile O=C1NC2=CC=CC(=C2C=C1)O[C@@H]1CN(CC1)CC(=O)N1[C@@H](CCC1)C#N